N'-octadecyltri-methylenediamine C(CCCCCCCCCCCCCCCCC)NCCCN